2-{4-[(furan-2-yl-methyl)-amino]-1,3-dioxo-1,3-dihydro-isoindol-2-yl}-4-phenylcarbamoyl-butyric acid O1C(=CC=C1)CNC1=C2C(N(C(C2=CC=C1)=O)C(C(=O)O)CCC(NC1=CC=CC=C1)=O)=O